Heptadecanyl acrylate C(C=C)(=O)OCCCCCCCCCCCCCCCCC